(7-(2-(4-(6-Fluorobenzo[b]thiophen-4-yl)piperazin-1-yl)ethyl)-2-oxo-3,4-dihydroquinolin-1(2H)-yl)methyl heptadecanoate C(CCCCCCCCCCCCCCCC)(=O)OCN1C(CCC2=CC=C(C=C12)CCN1CCN(CC1)C1=CC(=CC=2SC=CC21)F)=O